BrC=1N=C(C(=NC1)N)OC=1C=NN(C1)C1CCOCC1 5-bromo-3-((1-(tetrahydro-2H-pyran-4-yl)-1H-pyrazol-4-yl)oxy)pyrazin-2-amine